butylhydroxymethoxyBenzene C(CCC)C1=C(C=CC=C1)OCO